(5S,8R)-N-(2,4-dichloro-benzyl)-8-hydroxy-5,6,7,8-tetrahydroquinoline-5-carboxamide ClC1=C(CNC(=O)[C@@H]2C=3C=CC=NC3[C@@H](CC2)O)C=CC(=C1)Cl